[Te](Cl)(Cl)(Cl)Cl tellurium(IV) tetrachloride